C(C)OC[C@@H]1[C@H](CN(CCO1)S(=O)(=O)NC(=O)C=1N=C(OC1)NC1=C(C=C(C(=C1)C)F)C)OC N-(((6S,7R)-7-(ethoxymethyl)-6-methoxy-1,4-oxazepan-4-yl)sulfonyl)-2-((4-fluoro-2,5-dimethylphenyl)amino)oxazole-4-carboxamide